CC1(C=CC(C=C1)=NO)C1=CC=CC=C1 4-methyl-4-phenyl-2,5-cyclohexadienone oxime